2,4-difluoro-5-methylaniline FC1=C(N)C=C(C(=C1)F)C